C(C)(C)(C)OC(=O)C=1OC2=C(C3=CC=NC3=CC2)N1 oxazolo[4,5-e]indole-2(4H)-carboxylic acid tert-butyl ester